tert-butyl 2-((2-chlorophenyl)(hydroxy)-methyl)acrylate ClC1=C(C=CC=C1)C(C(C(=O)OC(C)(C)C)=C)O